FC=1C=C2C=C(NC2=CC1)C(CC)=O 1-(5-fluoro-1H-indol-2-yl)propan-1-one